pyridol-2,3-d N1C(C(=CC=C1)[2H])(O)[2H]